(S)-2-(1-acetylpiperazin-2-yl)acetonitrile HCl salt Cl.C(C)(=O)N1[C@H](CNCC1)CC#N